1-(4-(3-amino-1H-indazol-5-yl)pyridin-2-yl)-N3-methylpropan-1,3-diamine NC1=NNC2=CC=C(C=C12)C1=CC(=NC=C1)C(CCNC)N